NC1=NC=2C=C(C=CC2C2=C1N=C(N2CC(CO)(CO)C)COCC)CCCN2CCN(CC2)CCOC 2-((4-amino-2-(ethoxymethyl)-7-(3-(4-(2-methoxyethyl)piperazin-1-yl)propyl)-1H-imidazo[4,5-c]quinolin-1-yl)methyl)-2-methylpropane-1,3-diol